BrC=1C=NC(=NC1)N1C[C@@H](N(CC1)C1=NC=CC=N1)COC (R)-5-bromo-2-(3-(methoxymethyl)-4-(pyrimidin-2-yl)piperazin-1-yl)pyrimidine